N1CC(C1)NC1=CC=C(C=C1)CNC([C@@H](C)N1C=C(C2=CC(=CC=C12)S(=O)(=O)N1CCCCC1)C)=O |r| racemic-N-[[4-(azetidin-3-ylamino)phenyl]methyl]-2-[3-methyl-5-(1-piperidylsulfonyl)indol-1-yl]propanamide